C(C)(=O)N1[C@@H](CN(C[C@H]1C)C(=O)OC(C)(C)C)C1=CC(=NC(=C1)B1OC(C(O1)(C)C)(C)C)Cl tertbutyl (3R,5R)-4-acetyl-3-(2-chloro-6-(4,4,5,5-tetramethyl-1,3,2-dioxaborolan-2-yl)pyridin-4-yl)-5-methylpiperazine-1-carboxylate